benzyl (2S)-2-(tetrahydropyran-3-ylcarbamoyl)azetidine-1-carboxylate O1CC(CCC1)NC(=O)[C@H]1N(CC1)C(=O)OCC1=CC=CC=C1